4'-methoxy-2',6'-dimethyl-[1,1'-biphenyl] COC1=CC(=C(C(=C1)C)C1=CC=CC=C1)C